C[C@@H](CC)C1=CC=C2C(=C(C(N(C2=C1)C)=O)C#N)N1CCC(CC1)(C=1OC2=C(N1)C=C(C=C2)C)C 7-[(2S)-butan-2-yl]-1-methyl-4-[4-methyl-4-(5-methyl-1,3-benzoxazol-2-yl)piperidin-1-yl]-2-oxo-1,2-dihydroquinoline-3-carbonitrile